ruthenium(III) acetyl-acetone C(C)(=O)CC(C)=O.[Ru+3]